P(=O)([O-])([O-])[O-].[Al+3].P(=O)([O-])([O-])[O-].[Al+3] Aluminum phosphate Aluminum Phosphate